FC1(CN(CCC12CCNCC2)C(=O)OCC2=CC=CC=C2)F Benzyl 5,5-difluoro-3,9-diazaspiro[5.5]undecane-3-carboxylate